N-(trans-4-(difluoromethoxy)cyclohexyl)-5-(1-methyl-1H-benzo[d][1,2,3]triazol-6-yl)pyrrolo[2,1-f][1,2,4]triazin-2-amine FC(O[C@@H]1CC[C@H](CC1)NC1=NN2C(C=N1)=C(C=C2)C=2C=CC1=C(N(N=N1)C)C2)F